ClC=1C(=NC=C(C1)F)C(=O)NC1(CCN(CC1)C1=NC=C(N=C1)C=1C=2N(C=C(C1)OC[C@H]1CNCCO1)N=CC2C#N)C (R)-3-chloro-N-(1-(5-(3-cyano-6-(morpholin-2-ylmethoxy)pyrazolo[1,5-a]pyridin-4-yl)pyrazin-2-yl)-4-methylpiperidin-4-yl)-5-fluoropicolinamide